C12CN(CC2C1)C1=CC=C(C(=N1)C)CN1N=C(C(=C1)C(=O)OCC)C(F)F ethyl 1-[(6-{3-azabicyclo[3.1.0]hex-3-yl}-2-methylpyridin-3-yl) methyl]-3-(difluoromethyl)-1H-pyrazole-4-carboxylate